tert-butyl 4-((3-(methoxycarbonyl)-4-nitrophenyl)(methyl)amino)piperidine-1-carboxylate COC(=O)C=1C=C(C=CC1[N+](=O)[O-])N(C1CCN(CC1)C(=O)OC(C)(C)C)C